C(C1=CC=CC=C1)OC(=O)N[C@@H](C(=O)OC)CCCCNC(=O)OC(C)(C)C methyl (2R)-2-[[(benzyloxy)carbonyl]amino]-6-[[(tert-butoxy)carbonyl]amino]hexanoate